N-(2-fluoro-5-((4-(1-methyl-1H-pyrazole-4-yl)benzyl)amino)phenyl)-3-(furan-2-yl)-propanamide FC1=C(C=C(C=C1)NCC1=CC=C(C=C1)C=1C=NN(C1)C)NC(CCC=1OC=CC1)=O